C(#N)C1=C(C(=C(C=C1C(C)C)[C@H](C(=O)O)N1C[C@@H](CC1)OCCCCCC1=NC=2NCCCC2C=C1)OC)F (R)-2-(4-cyano-3-fluoro-5-isopropyl-2-methoxyphenyl)-2-((R)-3-((5-(5,6,7,8-tetrahydro-1,8-naphthyridin-2-yl)pentyl)oxy)pyrrolidin-1-yl)acetic acid